C1(=CC=CC=C1)[B-](C1=C(C(=C(C(=C1F)F)F)F)F)(C1=C(C(=C(C(=C1F)F)F)F)F)C1=C(C(=C(C(=C1F)F)F)F)F.OC1=CC=C(C=C1)C[SH+]CC1=CC=CC=C1 4-hydroxyphenylmethyl-benzylsulfonium phenyltris(pentafluorophenyl)borate